[N+](=O)([O-])C1=C(C=CC=C1)NC(=O)NC1=CC2=C(C=C(S2)C(=O)N)C=C1 6-({[(2-nitrophenyl)amino]carbonyl}amino)-1-benzothiophene-2-carboxamide